FC(=C1CCN(CC1)C1=CC2=C(C(CO2)CC(C)(S(=O)NC)C)C=C1)F (6-(4-(difluoromethylene)piperidin-1-yl)-2,3-dihydrobenzofuran-3-yl)-N,2-dimethylpropane-2-sulfinamide